BrC=1C=NN2C1N=C1C(=C2NC2CCC(CC2)C(=O)NCC=2C=NC=CC2)CCC12CCCC2 (1R,4R)-4-((3-bromo-6,7-dihydrospiro[cyclopenta[d]pyrazolo[1,5-a]pyrimidine-5,1'-cyclopentane]-8-yl)amino)-N-(pyridin-3-ylmethyl)cyclohexanecarboxamide